CC(C)N1N=CC(=C1)C1=CC=C(C=C1)C1=NOC(C1)(O)C(F)(F)F 3-[4-(1-propan-2-ylpyrazol-4-yl)phenyl]-5-(trifluoromethyl)-4H-1,2-oxazol-5-ol